5-chloro-1'-[2-({1-[(cis)-3-hydroxy-3-methylcyclobutyl]-1H-pyrrolo[2,3-b]pyridin-5-yl}oxy)ethyl]-1,2-dihydrospiro[indole-3,4'-piperidin]-2-one ClC=1C=C2C(=CC1)NC(C21CCN(CC1)CCOC=1C=C2C(=NC1)N(C=C2)C2CC(C2)(C)O)=O